[(1R)-2-(7-chloro-1-benzofuran-3-yl)-1-{[(1R,2S,4S)-7-oxabicyclo[2.2.1]heptan-2-yl]formamido}ethyl]boronic acid ClC1=CC=CC=2C(=COC21)C[C@H](NC(=O)[C@@H]2[C@H]1CC[C@@H](C2)O1)B(O)O